2,5-diphenyltetrazole C1(=CC=CC=C1)N1N=C(N=N1)C1=CC=CC=C1